CC1=C(OC2=C(C=C(C=C2C1=O)C)[C@@H](C)NC1=CC=C(C(=C1C(=O)NN)F)F)C1=CC=CC=C1 6-[[(1R)-1-(3,6-dimethyl-4-oxo-2-phenyl-chromen-8-yl)ethyl]amino]-2,3-difluoro-benzohydrazide